O.O.[K].S(=O)(=O)=C1CC=C(C=C1)P(C1=CC=CC=C1)C1=CCC(C=C1)=S(=O)=O bis(p-sulfonylphenyl)phenylphosphine potassium dihydrate